22-(tert-butoxy)-22-oxobehenic acid C(C)(C)(C)OC(CCCCCCCCCCCCCCCCCCCCC(=O)O)=O